C(CCCCCCCCCCCCCCCCCCC)(=O)SCCNC(CCNC([C@@H](C(COP(OP(OC[C@@H]1[C@H]([C@H]([C@@H](O1)N1C=NC=2C(N)=NC=NC12)O)OP(=O)(O)O)(=O)O)(=O)O)(C)C)O)=O)=O arachidyl-coenzyme A